Methyl 4-(6-bromoindazol-2-yl)cyclohexanecarboxylate BrC=1C=CC2=CN(N=C2C1)C1CCC(CC1)C(=O)OC